C(C=C)(=O)NCCP(O)(O)=O (2-acrylamidoethyl)phosphonic acid